FC1(CC(C1)CNCC=1NC2=CC(=CC=C2C1)CC=1N=NN(C1)C1=C2C=NNC2=CC=C1)F N-[(3,3-difluorocyclobutyl)methyl]-1-[6-[[1-(1H-indazol-4-yl)triazol-4-yl]methyl]-1H-indol-2-yl]methanamine